NC1CN(CC1)C1=NC=C(C=N1)CNC(=O)NC=1SC=C(N1)C(C)(C)C1=CC=C(C=C1)Cl 1-((2-(3-aminopyrrolidin-1-yl)pyrimidin-5-yl)meth-yl)-3-(4-(2-(4-chlorophenyl)propan-2-yl)thiazol-2-yl)urea